OCC1(C(NCCC1)=O)NC(=O)C1=C(OC2=C1C=C(C=C2)OCC=2C=NC(=CC2)C)C N-(3-(hydroxymethyl)-2-oxopiperidin-3-yl)-2-methyl-5-((6-methylpyridin-3-yl)methoxy)benzofuran-3-carboxamide